COC1=C(C=CC=C1)NC1=C2N=CN(C2=NC(=N1)N1CCOCC1)N=CC1=CC(=CC=C1)C N-(2-methoxyphenyl)-9-((3-methylbenzylidene)amino)-2-morpholino-9H-purin-6-amine